O=C1N(C2=CC=CC=C2C(N1CCC1=CC=CC=C1)=O)CC1=C(C=C(C(=O)NO)C=C1)OC 4-((2,4-dioxo-3-phenethyl-3,4-dihydroquinazolin-1(2H)-yl)methyl)-N-hydroxy-3-methoxybenzamide